(S)-N-(5-cyano-6-(2H-1,2,3-triazol-2-yl)pyridin-3-yl)-N'-(8-(1-methoxyethyl)-2-methylimidazo[1,2-b]pyridazin-7-yl)urea C(#N)C=1C=C(C=NC1N1N=CC=N1)NC(=O)NC1=C(C=2N(N=C1)C=C(N2)C)[C@H](C)OC